methyl 6-fluoro-1H-indole-2-carboxylate FC1=CC=C2C=C(NC2=C1)C(=O)OC